3-ethyl-furfural C(C)C1=C(C=O)OC=C1